OC1=C2C(=CNC2=CC=C1)C(C(=O)N(C)C)=O 2-(4-hydroxy-1H-indol-3-yl)-N,N-dimethyl-2-oxoacetamide